BrC1=C(C=C(C=C1C(C)(C)C)C(C)(C)C)C(C)(C)C 2-bromo-1,3,5-tri-tert-butylbenzene